piperazine-1-carboxylate monoHCl salt Cl.N1(CCNCC1)C(=O)O